C(C)(=O)C=1C=C(C=C2C(N(C(=NC12)C=1C=NC=NC1)C)=O)C 8-acetyl-3,6-dimethyl-2-(pyrimidin-5-yl)quinazolin-4(3H)-one